tert-butyl (2S,6S)-4-benzyl-2-(methoxymethyl)-6-methyl-3-oxopiperazine-1-carboxylate C(C1=CC=CC=C1)N1C([C@@H](N([C@H](C1)C)C(=O)OC(C)(C)C)COC)=O